6-cyclopropyl-2-[3-[1,2-difluoro-1-(4-methyl-4H-1,2,4-triazol-3-yl)propan-2-yl]phenyl]-4-(trifluoromethyl)-2,3-dihydro-1H-isoindol-1-one C1(CC1)C1=CC(=C2CN(C(C2=C1)=O)C1=CC(=CC=C1)C(C(C1=NN=CN1C)F)(C)F)C(F)(F)F